3,6-DIFLUORO-2-HYDROXYBENZALDEHYDE FC=1C(=C(C=O)C(=CC1)F)O